5,6,7,8-tetrahydroquinolin-3-amine N1=CC(=CC=2CCCCC12)N